C(C)(C)(C)OC(=O)N1CC2(C1)CN(CC2)C2=C(C(N(C1=CC(=CC=C21)Br)C)=O)C#N 6-(7-bromo-3-cyano-1-methyl-2-oxo-1,2-dihydroquinolin-4-yl)-2,6-diazaspiro[3.4]octane-2-carboxylic acid tert-butyl ester